N1CC(C1)OC1=C(C(=O)O)C=CC(=C1)N1C=CC=2C1=NC(=CN2)C2=CC(=CC(=C2)C)C 2-(azetidin-3-yloxy)-4-(3-(3,5-dimethylphenyl)-5H-pyrrolo[2,3-b]pyrazin-5-yl)benzoic Acid